C(C)(C)OC(C)C1=CC=C(C=C1)O 2-isopropoxy-2-(4-hydroxyphenyl)ethane